FCOC1=C(C=C(C(=C1)C(F)(F)F)OC)[C@H]1CNCCC1 (S)-3-(2-(fluoromethoxy)-5-methoxy-4-(trifluoromethyl)phenyl)piperidine